C(\C=C/C(=O)[O-])(=O)[O-].C[Ca+2] monomethyl-calcium maleate